C(C)(=O)OC[C@H]([C@@H](O)C=1SC=C(N1)Br)NC(=O)OC(C)(C)C (2R,3R)-3-(4-bromothiazol-2-yl)-2-((tert-butoxycarbonyl)amino)-3-hydroxypropyl acetate